4,5-diphenylimidazolidine C1(=CC=CC=C1)C1NCNC1C1=CC=CC=C1